(S*)-6-(cyclopropanecarboxamido)-4-((4-methoxy-5-(1,1,1-trifluoropropan-2-yl)pyrazolo[1,5-a]pyridin-3-yl)amino)-N-(methyl-d3)nicotinamide C1(CC1)C(=O)NC1=NC=C(C(=O)NC([2H])([2H])[2H])C(=C1)NC=1C=NN2C1C(=C(C=C2)[C@@H](C(F)(F)F)C)OC |o1:29|